O=C1OC=C(C=C1)C1CCCC2CCC3C4CCCC4CCC3C12 (2-oxo-2H-pyran-5-yl)-hexadecahydro-1H-cyclopenta[a]phenanthren